FC=1C=C(C=CC1C1=C2C(=NC(=C1)NCC=1C=NC=CC1)NC=C2)O 3-fluoro-4-{6-[(pyridin-3-ylmethyl)amino]-1H-pyrrolo[2,3-b]pyridin-4-yl}phenol